(3R)-3-amino-5-[(4-chlorophenyl)methyl]-7-(4-ethyltriazol-1-yl)-8-fluoro-1,1-dioxo-2,3-dihydro-1λ6,5-benzothiazepin-4-one N[C@H]1CS(C2=C(N(C1=O)CC1=CC=C(C=C1)Cl)C=C(C(=C2)F)N2N=NC(=C2)CC)(=O)=O